3-(3-(4-(Chloromethyl)phenyl)-5-(2-methyl-2H-1,2,3-triazol-4-yl-5-d)-3H-imidazo[4,5-b]pyridin-2-yl)pyridin-2-amine ClCC1=CC=C(C=C1)N1C(=NC=2C1=NC(=CC2)C2=NN(N=C2[2H])C)C=2C(=NC=CC2)N